CN(CC(C)N(C)C)C N,N,N',N'-tetramethyl-1,2-propylenediamine